OC(CN(CCCC(=O)OCCN1CCN(CC1)CCSSCCCN(CC(CCCCCC\C=C/C\C=C/C\C=C/CC)O)CC(CCCCCC\C=C/C\C=C/C\C=C/CC)O)CC(CCCCCCCC)O)CCCCCCCC 2-(4-(2-((3-(Bis((9Z,12Z,15Z)-2-hydroxyoctadeca-9,12,15-trien-1-yl)amino)propyl)disulfaneyl)ethyl)piperazin-1-yl)ethyl 4-(bis(2-hydroxydecyl)amino)butanoate